1-Acetylazetidine C(C)(=O)N1CCC1